6-((2-amino-2,4-dimethylpentyl)oxy-5-fluoropyridin-3-yl)quinoline-7-carbonitrile NC(COC1=NC=C(C=C1C=1C=C2C=CC=NC2=CC1C#N)F)(CC(C)C)C